5-isopropoxy-4-(4-phenoxyanilino)pyrimidine-2-carbonitrile C(C)(C)OC=1C(=NC(=NC1)C#N)NC1=CC=C(C=C1)OC1=CC=CC=C1